C1=CC(=CC=C1[N+](=O)[O-])O[C@H]2[C@@H]([C@H]([C@@H]([C@H](O2)CO)O)O)O The molecule is a beta-D-glucoside that is beta-D-glucopyranose in which the anomeric hydroxy hydrogen is replaced by a 4-nitrophenyl group. It has a role as a chromogenic compound. It is a beta-D-glucoside and a C-nitro compound. It derives from a 4-nitrophenol.